COC=1C=2N(C=C(C1)C=1C=NN(C1)C1=CC(=CC=C1)N1CCNCC1)N=CC2C#N 4-methoxy-6-(1-(3-(piperazin-1-yl)phenyl)-1H-pyrazol-4-yl)pyrazolo[1,5-a]pyridine-3-carbonitrile